rac-(2S,4S)-1-benzyl-4-ethyl-5,5-difluoro-2-phenyl-piperidine C(C1=CC=CC=C1)N1[C@@H](C[C@@H](C(C1)(F)F)CC)C1=CC=CC=C1 |r|